C(C)(C)(C)OC(=O)N(CCCCCOC1=C(C=CC(=C1)C)S[C@@H]1[C@H](CCC1)C(=O)OC)C1CCC(CC1)(F)F |r| Methyl (1RS,2SR)-2-((2-((5-((tert-butoxycarbonyl)(4,4-difluorocyclohexyl)amino)pentyl)oxy)-4-methylphenyl)thio)cyclopentane-1-carboxylate